tert-butyl N-(3-{[1-methyl-5-({2-[(1-methyl-5-{[1-methyl-5-(propylcarbamoyl) pyrrol-3-yl]carbamoyl}pyrrol-3-yl)carbamoyl]ethyl}carbamoyl)pyrrol-3-yl]carbamoyl}propyl)carbamate CN1C=C(C=C1C(NCCC(NC1=CN(C(=C1)C(NC1=CN(C(=C1)C(NCCC)=O)C)=O)C)=O)=O)NC(=O)CCCNC(OC(C)(C)C)=O